N-(4-(5-acetyl-2-(4-fluorophenyl)-4,5,6,7-tetrahydropyrazolo[1,5-a]pyrazin-3-yl)pyridin-2-yl)-2-phenylacetamide C(C)(=O)N1CC=2N(CC1)N=C(C2C2=CC(=NC=C2)NC(CC2=CC=CC=C2)=O)C2=CC=C(C=C2)F